magnesium pyran O1CC=CC=C1.[Mg]